Lithium Vanadium Silicate [Si]([O-])([O-])([O-])[O-].[V+5].[Li+]